hexyl-fluoropropeneN C(CCCCC)C(=C=C)F